BrC=1C2=CC=CC=C2C(=C2C=CC=CC12)C=1C2=CC=CC=C2C=2C=CC=CC2C1 9-bromo-10-(phenanthrene-9-yl)anthracene